ethyl 1-methyl-4-oxo-6-(4,4,5,5-tetramethyl-1,3,2-dioxaborolan-2-yl)-1,4-dihydro-1,8-naphthyridine-3-carboxylate CN1C=C(C(C2=CC(=CN=C12)B1OC(C(O1)(C)C)(C)C)=O)C(=O)OCC